ClC=1C=C(C=2N(N1)C=C(N2)C)OC2=CC(=CC=C2)OC 6-chloro-8-(3-methoxyphenoxy)-2-methyl-imidazo[1,2-b]pyridazine